FC(C1=CC=C(C=C1)C(=O)N1CCC(CC1)CCCCNC(=O)C1=CC=2C=NC=CC2N1)(F)F N-[4-(1-{[4-(trifluoromethyl)phenyl]carbonyl}piperidin-4-yl)butyl]-1H-pyrrolo[3,2-c]pyridine-2-carboxamide